C(=C)NC(=O)N N-vinylurea